1-(2,5-dimethoxy-4-(propoxymethyl)phenyl)butan-2-amine COC1=C(C=C(C(=C1)COCCC)OC)CC(CC)N